N7-(tert-butyl)-N4-(2,2-dimethoxyethyl)-2,3-dihydrobenzofuran-4,7-dicarboxamide C(C)(C)(C)NC(=O)C=1C=CC(=C2CCOC21)C(=O)NCC(OC)OC